(Ethylthio)-ethan-1-one C(C)SC(C)=O